CN1N=C(N=N1)C(=O)N[C@@H]1COC2=C1C=CC(=C2)C2=NOC(=C2)C (S)-2-methyl-N-(6-(5-methylisoxazol-3-yl)-2,3-dihydrobenzofuran-3-yl)-2H-tetrazole-5-carboxamide